(4-bromophenyl)-3-chloro-8,8a-dihydroxy-N-methyl-6-phenyl-5a,7,8,8a-tetrahydro-6H-cyclopenta[4,5]furo[3,2-b]pyridine-7-sulfonamide BrC1=CC=C(C=C1)C1=C(C=C2C(=N1)C1(C(O2)C(C(C1O)S(=O)(=O)NC)C1=CC=CC=C1)O)Cl